COC(C1=CC(=C(C=C1)C=C)S(N(C)CC=C)(=O)=O)=O 3-[allyl-(methyl)sulfamoyl]-4-vinyl-benzoic acid methyl ester